FC1=CC=CC(=N1)NC1=CC2=C(N=C(S2)NC(=O)C2C(C3C=CC2C3)C(=O)O)C=C1 3-[[6-[(6-fluoro-2-pyridyl)amino]-1,3-benzothiazol-2-yl]carbamoyl]bicyclo[2.2.1]hept-5-ene-2-carboxylic acid